FC1=CC=C(C=C1)N1C(=CC=C1)C(=O)O 1-(4-fluorophenyl)pyrrole-2-carboxylic acid